iron-neodymium [Nd].[Fe]